3-[(1-{[(3R,4R)-1-(3-ethoxybenzoyl)-3-phenylpiperidin-4-yl]carbonyl}-4-hydroxypiperidin-4-yl)methyl]-7-methyl-3,7-dihydro-4H-pyrrolo[2,3-d]pyrimidin-4-one C(C)OC=1C=C(C(=O)N2C[C@H]([C@@H](CC2)C(=O)N2CCC(CC2)(O)CN2C=NC3=C(C2=O)C=CN3C)C3=CC=CC=C3)C=CC1